BrC=1C=C(C(=NC1)NN)S(=O)(=O)CC 5-bromo-3-(ethanesulfonyl)-2-hydrazinopyridine